6-(4-(trifluoromethyl)phenoxy)-2-azaspiro[3.3]heptane 4-methylbenzenesulfonate CC1=CC=C(C=C1)S(=O)(=O)O.FC(C1=CC=C(OC2CC3(CNC3)C2)C=C1)(F)F